3,5-dichloro-4-(3-(piperidin-4-yl)-1H-pyrazol-5-yl)pyridine ClC=1C=NC=C(C1C1=CC(=NN1)C1CCNCC1)Cl